(2s)-2-((tert-butoxycarbonyl)amino)-6-(3-(4-((1,4,7,10-tetrakis(2-(tert-butoxy)-2-oxoethyl)-1,4,7,10-tetraazacyclododecan-2-yl)methyl)phenyl)propanamido)hexanoic acid C(C)(C)(C)OC(=O)N[C@H](C(=O)O)CCCCNC(CCC1=CC=C(C=C1)CC1N(CCN(CCN(CCN(C1)CC(OC(C)(C)C)=O)CC(OC(C)(C)C)=O)CC(OC(C)(C)C)=O)CC(=O)OC(C)(C)C)=O